C(C)OC=1C=C(C=2N(C1)N=C1C2C=NN1)C=1C=CC(=NC1)N1CCC(CC1)(C(=O)[O-])NCC=1C=NC(=CC1)OC 1-(5-(6-ethoxy-1H-pyrazolo[3',4':3,4]pyrazolo[1,5-a]pyridin-4-yl)pyridin-2-yl)-4-(((6-methoxypyridin-3-yl)methyl)amino)piperidine-4-carboxylate